3-bromo-5-(2-methylpropanoyl)benzonitrile BrC=1C=C(C#N)C=C(C1)C(C(C)C)=O